C(C1=CC=CC=C1)N1[C@H](CN([C@H](CN([C@H](CN([C@H](C1)C)CC1=CC=CC=C1)C)CC1=CC=CC=C1)C)CC1=CC=CC=C1)C (2S,5S,8S,11S)-1,4,7,10-tetrabenzyl-2,5,8,11-tetramethyl-1,4,7,10-tetrazacyclododecane